CN(C=1C(=C(C(=C2C=NNC12)C1=CC=2N(C=C1)N=C(C2)NC(=O)C2C(C2)F)C)F)C N-(5-(7-(dimethylamino)-6-fluoro-5-methyl-1H-indazol-4-yl)pyrazolo[1,5-a]pyridin-2-yl)-2-fluorocyclopropane-1-carboxamide